C1(=C(C=CC=C1)C1=CC=CC2=C1NC=NS2(=O)=O)C 5-(o-tolyl)-4H-benzo[e][1,2,4]thiadiazine 1,1-dioxide